ethyl 4-(6-(tetrahydro-2H-pyran-4-yl)pyrazolo[1,5-a]pyridin-3-yl)benzoate O1CCC(CC1)C=1C=CC=2N(C1)N=CC2C2=CC=C(C(=O)OCC)C=C2